NC(C(=O)O)(CCC)N diaminovaleric acid